OC[C@H]1CNCCO1 2-(R)-hydroxymethylmorpholine